BrC1=C(C(=CC(=C1)Cl)C(NC(C)C)=O)NC(=O)C1=CC(=NN1C1=NC=CC=C1Cl)OC1CS(C1)(=O)=O N-(2-bromo-4-chloro-6-(isopropylcarbamoyl)phenyl)-1-(3-chloropyridin-2-yl)-3-((1,1-dioxidothietan-3-yl)oxy)-1H-pyrazole-5-carboxamide